CN(C(CNC(=O)C1=NC(=C(N=C1N)C(F)(F)F)Br)C1=CC=C(C=C1)OC)C 3-Amino-6-bromo-5-trifluoromethyl-pyrazine-2-carboxylic acid [2-dimethylamino-2-(4-methoxy-phenyl)-ethyl]-amide